N-(4-{[(2S)-1,4-dioxan-2-yl]methoxy}phenyl)-5H,6H,7H,8H-pyrido[3,4-d]pyrimidin-2-amine O1[C@@H](COCC1)COC1=CC=C(C=C1)NC=1N=CC2=C(N1)CNCC2